C(C)NC=1C2=C(N=C(N1)NCCO)C(=NC(=N2)NCCC)NCC 2-(4,8-Bis-ethylamino-6-propylamino-pyrimido[5,4-d]pyrimidin-2-ylamino)-ethanol